(4-fluorophenethyl)carbamate FC1=CC=C(CCNC([O-])=O)C=C1